BrC1=NC=CC(=C1)C(CC1=NC=CC=C1)=NNC=1C(=CC(=NC1)F)CC1CC1 5-(2-(1-(2-bromopyridin-4-yl)-2-(pyridin-2-yl)ethylidene)hydrazinyl)-4-(cyclopropylmethyl)-2-fluoropyridine